OC(=O)C(F)(F)F.S1C(=CC=2CNCCC21)C(=O)OCC ethyl 4,5,6,7-tetrahydrothieno[3,2-c]pyridine-2-carboxylate TFA salt